FC1=CC(=C(C=C1)C1=CC(=CC=C1)C=1OC2=C(N1)C=C(C=C2C(F)(F)F)C(=O)N(C)OC)C2=NN=CN2C 2-(4'-fluoro-2'-(4-methyl-4H-1,2,4-triazol-3-yl)-[1,1'-biphenyl]-3-yl)-N-methoxy-N-methyl-7-(trifluoromethyl)benzo[d]oxazole-5-carboxamide